1-tert-butylpiperidine-2,4-dione C(C)(C)(C)N1C(CC(CC1)=O)=O